C(C=C)(=O)OCCCCCCCCCCCCCCC[Si](Cl)(Cl)Cl acryloyloxypentadecyltrichlorosilane